((2R)-1-(7-(2-aminobenzo[d]thiazol-4-yl)-6-chloro-8-fluoro-2-(((s)-1-methylpyrrolidin-2-yl)methoxy)quinazolin-4-yl)piperazin-2-yl)methanol NC=1SC2=C(N1)C(=CC=C2)C2=C(C=C1C(=NC(=NC1=C2F)OC[C@H]2N(CCC2)C)N2[C@H](CNCC2)CO)Cl